FC=1C=CC(=C(C(=O)N(C(C)C)C(C)C)C1)N1C=C(C=2C1=CN=CC2)C(=O)C2CCN(CC2)CC2CCC(CC2)NS(=O)(=O)C 5-Fluoro-N,N-diisopropyl-2-(3-(1-(((1r,4r)-4-(methylsulfonamido)cyclohexyl)-methyl)piperidine-4-carbonyl)-1H-pyrrolo[2,3-c]pyridin-1-yl)benzamide